C(#N)C1=CC=C(C=C1)[C@@H]1CN(C[C@H]1CB1OC(C(O1)(C)C)(C)C)C(=O)OCCCC |o1:8,12| butyl (3R*,4S*)-3-(4-cyanophenyl)-4-((4,4,5,5-tetramethyl-1,3,2-dioxaborolan-2-yl)methyl)pyrrolidine-1-carboxylate